2-((2-(bis(3-chloro-4-fluorophenyl)methyl)-1H-imidazol-4-yl)sulfonyl)ethan-1-amine ClC=1C=C(C=CC1F)C(C=1NC=C(N1)S(=O)(=O)CCN)C1=CC(=C(C=C1)F)Cl